CC(C(=O)OCCOCCOCCOCCOCCOC1=CC=C(C=C1)C(C)(C)C1=CC=C(C=C1)OCCOCCOCCOCCOCCOC(C(=C)C)=O)=C ((propane-2,2-diylbis(4,1-phenylene)) bis(oxy))bis(3,6,9,12-tetraoxatetradecane-14,1-diyl) bis(2-methylacrylate)